(2-methyl-oxazol-4-yl)(tetrahydro-2H-pyran-4-yl)methanol tert-butyl-4-(2-fluoropyrimidin-5-yl)piperidine-1-carboxylate C(C)(C)(C)C1N(CCC(C1)C=1C=NC(=NC1)F)C(=O)OC(C1CCOCC1)C=1N=C(OC1)C